BrCC(C(=O)[O-])=C 2-(bromomethyl)acrylate